CC1=CC=2N(C=N1)C=CC2C(=O)OCC ethyl 3-methylpyrrolo[1,2-C]pyrimidine-5-carboxylate